C1(CC1)C=1N=CN(C1)C=1C=C(C=CC1)N1C(N(CC1)C1=NC(=CC=C1)C1=NN=CN1C(C)C)=O 1-(3-(4-cyclopropyl-1H-imidazol-1-yl)phenyl)-3-(6-(4-isopropyl-4H-1,2,4-triazol-3-yl)pyridin-2-yl)imidazolidin-2-one